(1R,3S,4S)-N-(3-chloro-2,4-difluorophenyl)-2-azabicyclo[2.2.1]heptane-3-carboxamide ClC=1C(=C(C=CC1F)NC(=O)[C@H]1N[C@@H]2CC[C@H]1C2)F